2-Hydroxyethanesulfonic acid OCCS(=O)(=O)O